(3-bromophenyl)methylimino-dimethyl-oxo-λ6-sulfane BrC=1C=C(C=CC1)CN=S(=O)(C)C